COC1=C(SC=C1)CNCC[C@@]1(CCOC2(CCCC2)C1)C1=NC=CC=C1 (S)-N-((3-Methoxythiophen-2-yl)methyl)-2-(9-(pyridin-2-yl)-6-oxaspiro[4.5]decan-9-yl)ethylamine